4-methanesulfonylphenyldiphenylsulfonium nonafluoro-n-butanesulfonate FC(C(C(C(S(=O)(=O)[O-])(F)F)(F)F)(F)F)(F)F.CS(=O)(=O)C1=CC=C(C=C1)[S+](C1=CC=CC=C1)C1=CC=CC=C1